N[C@H]1CCC[C@H](C(NC=2C=NN(C2C=2C=CN=C1C2)C(F)F)=O)C (9R,13S)-13-amino-3-(difluoromethyl)-9-methyl-3,4,7,15-tetraazatricyclo[12.3.1.02,6]octadeca-1(18),2(6),4,14,16-pentaen-8-one